ClC1=NC=2N(C(=C1)N(C(OC(C)(C)C)=O)CC1=CC=C(C=C1)C1=NC=CC=C1OC(F)(F)F)N=CC2C2CC2 tert-butyl (5-chloro-3-cyclopropylpyrazolo[1,5-a]pyrimidin-7-yl)(4-(3-(trifluoromethoxy)pyridin-2-yl)benzyl)carbamate